NC=1C2=C(N=CN1)N(C(=C2C2=CC=C(C=C2)N2CCN(CC2)C(C)C)C2CN(CC2)C(C=C)=O)C 1-[3-(4-amino-7-methyl-5-{4-[4-(propan-2-yl)piperazin-1-yl]phenyl}-7H-pyrrolo[2,3-d]pyrimidin-6-yl)pyrrolidin-1-yl]prop-2-en-1-one